C(C)N(CC)CCC1=C(C(C(=O)[O-])=CC=C1)OC(C)=O N,N-diethylaminoethyl-acetylsalicylate